BrC=1C=2N(C=CC1)C(=C(N2)C#CCNC2=CC(=C(C(=O)NC)C=C2OC)Cl)CC(F)(F)F 4-({3-[8-bromo-3-(2,2,2-trifluoroethyl)imidazo[1,2-a]pyridin-2-yl]prop-2-yn-1-yl}amino)-2-chloro-5-methoxy-N-methylbenzamide